7-(3-(1-(((3r,5r,7r)-adamantan-1-yl)methyl)-1H-pyrazol-4-yl)-6-methylpyridin-2-yl)-3-methoxycinnoline C12(CC3CC(CC(C1)C3)C2)CN2N=CC(=C2)C=2C(=NC(=CC2)C)C2=CC=C3C=C(N=NC3=C2)OC